Tert-butyl 3-methyl-2-((2-(trimethylsilyl) ethoxy) methyl)-2,6-dihydropyrrolo[3,4-c]pyrazole-5(4H)-carboxylate CC1=C2C(=NN1COCC[Si](C)(C)C)CN(C2)C(=O)OC(C)(C)C